N-methyl-3-(2-methyl-1-oxo-1,2-dihydro-6-isoquinolinyl)-N-(2-((2R)-2-oxetanyl)ethyl)-6-quinoxalinecarboxamide CN(C(=O)C=1C=C2N=C(C=NC2=CC1)C=1C=C2C=CN(C(C2=CC1)=O)C)CC[C@H]1OCC1